BrC=1C=C2[C@@H]([C@H]([C@@H](N(C2=CC1)C(CC)=O)C1CC1)C)NC(OCC1=CC=CC=C1)=O |r| rac-benzyl ((2S,3R,4R)-6-bromo-2-cyclopropyl-3-methyl-1-propionyl-1,2,3,4-tetrahydroquinolin-4-yl)carbamate